NC[C@H]1NC([C@H](SCC1)C1=CC(=CC=C1)Br)=O (2R,5S)-5-(aminomethyl)-2-(3-bromophenyl)-1,4-thiazepan-3-one